C(C)N1C=C(C(C=C1)=O)S(=O)(=O)N1CCC2(C[C@H](CO2)NC=2C=C(C=CC2)S(=O)(=O)NC)CC1 (S)-3-((R)-8-(1-ethyl-4-oxo-1,4-dihydropyridin-3-ylsulfonyl)-1-oxa-8-azaspiro[4.5]dec-3-ylamino)-N-methylbenzenesulfonamide